CC([C@@H](C(=O)N1[C@@H](C[C@H](C1)O)C(=O)N[C@@H](C)C1=CC=C(C=C1)C1=C(N=CS1)C)NC(CCCCCCNC(=O)[C@H]1CNCC1)=O)(C)C (2S,4R)-1-((S)-3,3-dimethyl-2-(7-((R)-pyrrolidine-3-carboxamido)heptanamido)butanoyl)-4-hydroxy-N-((S)-1-(4-(4-methylthiazol-5-yl)phenyl)ethyl)pyrrolidine-2-carboxamide